CN(CCCNC1=C(C(C1=O)=O)NC(CCCCCCCC(=O)OCCC(CCCCC)CCCCC)CCCCCCCC(=O)OCCC(CCCCC)CCCCC)C bis(3-pentyloctyl) 9-((2-((3-(dimethylamino)propyl)amino)-3,4-dioxocyclobut-1-en-1-yl)amino)heptadecanedioate